BrC=1C=C2C(=CNC2=CC1)C(C1=CC(=C(C=C1)O)OC)C1=CNC2=CC=C(C=C12)Br 4-(bis(5-bromo-1H-indol-3-yl)methyl)-2-methoxyphenol